[K].FC1=CC=C(CNC(=O)C=2N=C(N(C(C2O)=O)C)C(C)(C)NC(=O)C=2OC(=NN2)C)C=C1 N-(2-(4-(4-fluorobenzyl-carbamoyl)-5-hydroxy-1-methyl-6-oxo-1,6-dihydropyrimidin-2-yl)propan-2-yl)-5-methyl-1,3,4-oxadiazol-2-carboxamide potassium salt